4-(2,2,2-trifluoroethoxy)pyridin-2-amine FC(COC1=CC(=NC=C1)N)(F)F